CC1=C(C=CC(=C1)C)NC(C1=C(C=C(C(=C1)F)N1N=C(N(C1=O)C)CC)O[C@@H](C)CCC)=O N-(2,4-dimethylphenyl)-4-(3-ethyl-4-methyl-5-oxo-4,5-dihydro-1H-1,2,4-triazol-1-yl)-5-fluoro-2-[(2S)-pent-2-yloxy]benzamide